OC=1C=C(C=C(C1)N1C(C=CC1=O)=O)N1C(C=CC1=O)=O N,N'-(5-hydroxy-1,3-phenylene)bismaleimide